CNC=1N=CC2=C(N1)NC=C2C2=CC=1N(C=C2)N=CC1C(=O)N[C@@H](C(F)(F)F)C (R)-5-(2-(methylamino)-7H-pyrrolo[2,3-d]pyrimidin-5-yl)-N-(1,1,1-trifluoropropan-2-yl)pyrazolo[1,5-a]pyridine-3-carboxamide